BrC=1C(=CC2=C(N(CC(NS2(=O)=O)CCCC)C2COC2)C1)OC 7-bromo-3-butyl-8-methoxy-5-(oxetan-3-yl)-2,3,4,5-tetrahydrobenzo[f][1,2,5]thiadiazepine 1,1-dioxide